NC[C@H](CC1=C(C=2N=C(N=C(C2S1)NCC=1OC=CC1)Cl)C)C 6-[(2S)-3-Amino-2-methylpropyl]-2-chloro-N-[(furan-2-yl)methyl]-7-methylthieno[3,2-d]pyrimidin-4-amine